Cl.Cl.OB(CCCCC1(NCC2NCCC21)C(=O)O)O 4-(4-dihydroxyboryl-butyl)octahydropyrrolo[3,4-b]pyrrole-4-carboxylic acid dihydrochloride